Cl.NC1=NC(=NC=C1CN1CSC(=C1C)CCO)C 3-[(4-amino-2-methyl-5-pyrimidinyl)methyl]-5-(2-hydroxyethyl)-4-methylthiazole hydrochloride